6-Amino-4-((1-ethyl-7-methoxy-1H-indazol-6-yl)amino)-N-(methyl-d3)nicotinamide NC1=NC=C(C(=O)NC([2H])([2H])[2H])C(=C1)NC1=CC=C2C=NN(C2=C1OC)CC